CC=1C(=CN(C(C1C)=O)CCC)C1=CC(=C(C(=C1)OC)CC=O)OC (4-(4,5-dimethyl-6-oxo-1-propyl-1,6-dihydropyridin-3-yl)-2,6-dimethoxyphenyl)acetaldehyde